N-(2-aminoethyl)-3-bromopyridinium chloride hydrochloride Cl.[Cl-].NCC[N+]1=CC(=CC=C1)Br